CC1=C(C=C(OCC2N(CCC2)C(=O)[O-])C=C1)C(NC1(CC1)C1=CC=CC2=CC=CC=C12)=O 2-((4-methyl-3-((1-(naphthalen-1-yl)cyclopropyl)carbamoyl) phenoxy)methyl)pyrrolidine-1-carboxylate